1-(3-chlorophenyl)-2-(phenylsulfonyl)ethan-1-amine ClC=1C=C(C=CC1)C(CS(=O)(=O)C1=CC=CC=C1)N